BrC=1C=CC=2NS(C=3C=CC=C(N(CCCC/C=C/C4=CC=CC=C4C1N2)CC(C(=O)OC)(CCC)C)N3)(=O)=O methyl 2-[[(8E)-25-bromo-20,20-dioxo-20λ6-thia-14,21,26,27-tetrazatetracyclo[20.3.1.115,19.02,7]heptacosa-1(25),2,4,6,8,15,17,19(27),22(26),23-decaen-14-yl]methyl]-2-methyl-pentanoate